N-[4-Methyl-3-(4-pyridin-3-yl-pyrimidin-2-ylamino)-phenyl]-4-(1-propyl-piperidin-3-yl)-benzamide CC1=C(C=C(C=C1)NC(C1=CC=C(C=C1)C1CN(CCC1)CCC)=O)NC1=NC=CC(=N1)C=1C=NC=CC1